2,6-Ditert.-butyl-4-methyl-phenol C(C)(C)(C)C1=C(C(=CC(=C1)C)C(C)(C)C)O